8-[(1R)-1-[(2-Amino-6-chloro-3-pyridyl)oxy]ethyl]-3,6-dimethyl-2-(1-methylpyrazol-4-yl)chromen-4-one NC1=NC(=CC=C1O[C@H](C)C=1C=C(C=C2C(C(=C(OC12)C=1C=NN(C1)C)C)=O)C)Cl